(2S,5S)-9-((RS)-2-aminopropoxy)-5-(((tert-butyldiphenylsilyl)oxy)methyl)-2-isopropyl-1-methyl-1,4,5,6-tetrahydrobenzo[e][1,4]diazocin-3(2H)-one N[C@@H](COC=1C=CC2=C(N([C@H](C(N[C@@H](C2)CO[Si](C2=CC=CC=C2)(C2=CC=CC=C2)C(C)(C)C)=O)C(C)C)C)C1)C |&1:1|